(7'-fluoro-2'-methyl-spiro[cyclopentane-1,3'-indol]-5'-yl)carbamic acid tert-butyl ester C(C)(C)(C)OC(NC=1C=C2C3(C(=NC2=C(C1)F)C)CCCC3)=O